N,N'-ethylenebis(caprylamide) C(CNC(CCCCCCC)=O)NC(CCCCCCC)=O